C(\C=C\C=C\CCCCC)=O E,4E-decadienal